6-(1-Isopropyl-1H-pyrazol-3-yl)-5-methyl-2-(1-methyl-1H-imidazol-2-yl)-N-(pyridin-4-yl)pyrrolo[2,1-f][1,2,4]triazin-4-amine C(C)(C)N1N=C(C=C1)C=1C(=C2C(=NC(=NN2C1)C=1N(C=CN1)C)NC1=CC=NC=C1)C